C1(CC1)[C@H]1NOC=2C1CCCC(C2)(C)C (R)-3-cyclopropyl-7,7-dimethyl-tetrahydro-4H-cyclohepta[d]isoxazole